N-[(2R)-1-[(7-amino-3-methyl-1,2,3-benzotriazol-5-yl)methoxy]propan-2-yl]-6-chloro-8-(methylamino)imidazo[1,2-a]pyrazine-3-carboxamide NC1=CC(=CC2=C1N=NN2C)COC[C@@H](C)NC(=O)C2=CN=C1N2C=C(N=C1NC)Cl